({(3R,5aR,6R,7R,8aS)-6-[(1E,3R)-4-(3,5-dichlorophenoxy)-3-hydroxy-1-buten-1-yl]-7-hydroxyoctahydro-2H-cyclopenta[b]oxepin-3-yl}methoxy)acetic acid ClC=1C=C(OC[C@@H](/C=C/[C@H]2[C@@H](C[C@@H]3OC[C@H](CC[C@@H]32)COCC(=O)O)O)O)C=C(C1)Cl